1,3-dibutylimidazolinium-2-carboxylate C(CCC)[NH+]1C(N(CC1)CCCC)C(=O)[O-]